C(C)(C)(C)OC(=O)N1CC2=CC=C(C=C2CC1)C1=NC(=C(C2=C1C(=CS2)F)C2=C(C=C(C=C2OCCOC)F)F)C(N)=O 6-[6-carbamoyl-7-[2,4-difluoro-6-(2-methoxyethoxy)phenyl]-3-fluoro-thieno[3,2-c]pyridin-4-yl]-3,4-dihydro-1H-isoquinoline-2-carboxylic acid tert-butyl ester